BrC1=C(C=CC(=C1)Br)C(C)C 2,4-dibromoisopropylbenzene